C1OCC12CN(C2)C2=NC=CC(=N2)COC2=CC=C(C=C2)C(C)(C)C2=CC=C(C=C2)C#CCNC(OC(C)(C)C)=O tert-butyl (3-(4-(2-(4-((2-(2-oxa-6-azaspiro[3.3]heptan-6-yl)pyrimidin-4-yl)methoxy)phenyl)propan-2-yl)phenyl)prop-2-yn-1-yl)carbamate